4-(3-hydroxyphenyl)piperidine-1-carboxylic acid tert-butyl ester C(C)(C)(C)OC(=O)N1CCC(CC1)C1=CC(=CC=C1)O